ClC1=C2C(=NC(=C1)C1=CN(C3=CN=C(C=C31)NC(C)=O)C)C3(OCC2)COCC3 N-(3-(4'-Chloro-4,5,5',6'-tetrahydro-2H-spiro[furan-3,8'-pyrano[3,4-b]pyridine]-2'-yl)-1-methyl-1H-pyrrolo[2,3-c]pyridin-5-yl)acetamide